3-[1-methyl-7-[methyl(4-piperidyl)amino]indazol-3-yl]piperidine-2,6-dione hydrochloride Cl.CN1N=C(C2=CC=CC(=C12)N(C1CCNCC1)C)C1C(NC(CC1)=O)=O